2-(5-fluoro-3-pyridyl)ethynyl-trimethyl-silane FC=1C=C(C=NC1)C#C[Si](C)(C)C